ClC1=C(C=C(C=C1)F)\C(=C/C#N)\C1=CN=C2N1CCN(C2)C=2C=NNC(C2Cl)=O (E)-3-(2-chloro-5-fluorophenyl)-3-(7-(5-chloro-6-oxo-1,6-dihydropyridazin-4-yl)-5,6,7,8-tetrahydroimidazo[1,2-a]pyrazin-3-yl)acrylonitrile